C1([C@H](O)[C@@H](O)[C@H](O)[C@H](O1)CO)OC[C@H]([C@H]([C@@H]([C@H](C=O)OC1[C@H](O)[C@@H](OC2[C@H](O)[C@@H](O)[C@H](O)[C@H](O2)CO)[C@H](O)[C@H](O1)CO)O)O)O glucosyl-(1→6)-[glucosyl-(1→3)-glucosyl-(1→2)]-glucose